N-[2-(4-methylpiperazin-1-yl)-5-nitrophenyl]propanamide CN1CCN(CC1)C1=C(C=C(C=C1)[N+](=O)[O-])NC(CC)=O